OC(C)(C)C1=C(OC=C1)S(=O)(=O)NC(NC=1C=CC=C2C=CC=NC12)=O (2-hydroxypropan-2-yl)-N-(quinolin-8-ylcarbamoyl)furan-2-sulfonamide